CN1N=CC2=CC=CC=C12 1-methyl-indazol